C1(CCCCC1)[C@@H](C)OC(=O)N1CCN(CC1)C=1C=NN2C1C=CC(=C2)C=2C=NN(C2)C (1R)-4-[6-(1-methyl-1H-pyrazol-4-yl)pyrazolo[1,5-a]pyridin-3-yl]piperazine-1-carboxylic acid 1-cyclohexylethyl ester